ethyl 1-(2-methyl-4-trifluoromethyl-5-thiazolecarboxylate) CC=1SC(=C(N1)C(F)(F)F)C(=O)OCC